3-[3-[4-(trifluoromethyl)anilino]-6,7-dihydro-5H-cyclopenta[c]pyridin-4-yl]-4H-1,2,4-oxadiazol-5-one FC(C1=CC=C(NC2=C(C3=C(C=N2)CCC3)C3=NOC(N3)=O)C=C1)(F)F